5-chloro-1,2-phenylene diisocyanate ClC1=CC=C(C(=C1)N=C=O)N=C=O